(3,5-dichlorophenyl)carboxylic acid ClC=1C=C(C=C(C1)Cl)C(=O)O